ClC=1C=C(C(=O)OCCOCCOC)C=C(C1)NC(=O)C=1SC(=CC1S(N(C)C1=CC(=C(C=C1)OCC)OC)(=O)=O)Cl 2-(2-Methoxyethoxy)ethyl 3-chloro-5-(5-chloro-3-(N-(4-ethoxy-3-methoxyphenyl)-N-methylsulfamoyl)thiophene-2-carboxamido)benzoate